FC(C=1C(=NC(=CC1)B1OC(C(O1)(C)C)(C)C)N1N=C(C=C1C)C#N)F 1-[3-(difluoromethyl)-6-(4,4,5,5-tetramethyl-1,3,2-dioxaborolan-2-yl)pyridin-2-yl]-5-methylpyrazole-3-carbonitrile